2,6-dimethylmethyl-p-cresol CC1=C(C(=CC(=C1O)C)C)C